2-(4-chloro-2-(trifluoromethyl)phenyl)hexahydroimidazo[1,5-a]pyrazin-3(2H)-one hydrochloride Cl.ClC1=CC(=C(C=C1)N1C(N2C(CNCC2)C1)=O)C(F)(F)F